C(C=C)C(=O)CC=C allylketone